3-(3-bromophenyl)-9-phenyl-9H-carbazole BrC=1C=C(C=CC1)C=1C=CC=2N(C3=CC=CC=C3C2C1)C1=CC=CC=C1